CC1C(N(CC(C1)C)C(C(=O)NC=1C=C(C(=NC1)NC(OC(C)(C)C)=O)C)=O)C1=CC=CC=C1 tert-butyl N-[5-[[2-(3,5-dimethyl-2-phenyl-1-piperidyl)-2-oxo-acetyl]amino]-3-methyl-2-pyridyl]carbamate